FC(C1=NN=C(S1)C1=CN=C2N1C=C(C=C2N2[C@H]1CC(C[C@@H]2CC1)CO)S(=O)(=O)NC1(CC1)C)F 3-(5-(difluoromethyl)-1,3,4-thiadiazol-2-yl)-8-((1R,3r,5S)-3-(hydroxymethyl)-8-azabicyclo[3.2.1]octan-8-yl)-N-(1-methylcyclopropyl)imidazo[1,2-a]pyridine-6-sulfonamide